C(C)(C)(C)OC(=O)N1C/C(/C(C1)=O)=C/N(C)C (3Z)-3-[(dimethylamino)methylene]-4-oxopyrrolidine-1-carboxylic acid tert-butyl ester